C(C1CO1)OCO[Si](OC)(OC)CCC (2,3-epoxypropoxy)-propyltrimethoxysilane